C(C)(C)(C)OC(=O)N1CCN(CCC1)C1=NC=C(C=C1)C#N 4-(5-Cyanopyridin-2-yl)-1,4-diazacycloheptane-1-carboxylic acid tert-butyl ester